C1(CC1)C1=C(NC2=NC=C3C(=C21)N(C(N3C)=O)C)C3=CC=C(C=C3)CN3CCC(CC3)S(=O)(=O)C 8-Cyclopropyl-1,3-dimethyl-7-(4-((4-(methylsulfonyl)piperidin-1-yl)methyl)phenyl)-3,6-dihydroimidazo[4,5-d]pyrrolo[2,3-b]pyridin-2(1H)-on